N-propyl-pyrrolidinium bromide [Br-].C(CC)[NH+]1CCCC1